ClC1=C(OCC(=O)C2=CC=C(C=C2)C2=NOC(=N2)C(F)(F)F)C=CC(=C1)Cl 2-(2,4-dichlorophenoxy)-1-(4-(5-(trifluoromethyl)-1,2,4-oxadiazol-3-yl)phenyl)ethan-1-one